2-((2-bromo-5-fluorobenzo[d]thiazol-6-yl)oxy)ethanol BrC=1SC2=C(N1)C=C(C(=C2)OCCO)F